C(#N)C1=CC(=C(C=C1)CC(=O)OCC)O ethyl 2-(4-cyano-2-hydroxyphenyl)acetate